γ-Aminopropylmethyldiethoxysilan NCCC[Si](OCC)(OCC)C